sodium [7-oxo-3-(triazol-2-yl)-1,6-diazabicyclo[3.2.1]oct-3-en-6-yl] sulfate S(=O)(=O)(ON1C2C=C(CN(C1=O)C2)N2N=CC=N2)[O-].[Na+]